C(C)N(C1=CC=C(C2=NC3(CCCCC3)N=C21)[N+](=O)[O-])CC N,N-diethyl-7-nitrospiro[benzo[d]imidazole-2,1'-cyclohexan]-4-amine